2-(5-chloro-3-fluoro-2-pyridinyl)acetonitrile ClC=1C=C(C(=NC1)CC#N)F